5-[[2-[2-(6-isoquinolyl)-5-methyl-1-piperidyl]-2-oxo-acetyl]amino]pyridine-3-carboxamide C1=NC=CC2=CC(=CC=C12)C1N(CC(CC1)C)C(C(=O)NC=1C=C(C=NC1)C(=O)N)=O